2-Phenylimidazo[4,5-b]pyridin C1(=CC=CC=C1)C=1NC=2C(=NC=CC2)N1